2-(2-furyl)-1-propanamine O1C(=CC=C1)C(CN)C